(R)-1-(5,6-difluoro-1H-indol-3-yl)propan-2-amine FC=1C=C2C(=CNC2=CC1F)C[C@@H](C)N